O(C1=CC=CC=C1)OP(=O)(OOC1=CC=CC=C1)C1CS(CC1)(=O)=O 3-diphenoxyphosphonotetrahydrothiophene-1,1-dioxide